3-[3-(trifluoromethyl)phenoxy]Pyridazine-4-carboxamide FC(C=1C=C(OC=2N=NC=CC2C(=O)N)C=CC1)(F)F